1,2,4-triazole hydrazine salt NN.N1N=CN=C1